FC=1C(=NC=C(C1)F)CNC(=O)C=1N=C(OC1)N1CC(C(CC1)N1C[C@@H](CCC1)C)F N-[(3,5-difluoropyridin-2-yl)methyl]-2-[(3R)-3'-fluoro-3-methyl-[1,4'-bipiperidin]-1'-yl]-1,3-oxazol-4-carboxamide